ClC1=C(C=CC(=C1)C1=C2C(=NC=C1)NC=C2F)C2([C@H](CNC[C@H]2C)C)O (3S,5R)-4-(2-chloro-4-(3-fluoro-1H-pyrrolo[2,3-b]pyridin-4-yl)phenyl)-3,5-dimethylpiperidin-4-ol